NCCCCNC1=NC(=NC(=N1)N)N N-(4-aminobutyl)-[1,3,5]triazine-2,4,6-triamine